C(C1=CC=CC=C1)(=O)NC(=S)N1CCCC1 N-benzoylaminocarbothioyl-pyrrolidine